NC1=CC=C(OC=2N=C(SC2C(C)=O)C)C=C1 1-[4-(4-Aminophenoxy)-2-methyl-thiazol-5-yl]ethanone